(19R)-3-ethyl-16-fluoro-19-methyl-20-oxa-3,4,8,9,10,23-hexaazapentacyclo[19.3.1.02,6.08,12.013,18]pentacosa-1(24),2(6),4,9,11,13,15,17,21(25),22-decaen-22-amine C(C)N1C=2C3=CN=C(C(O[C@@H](C4=CC(=CC=C4C4=CN=NN4CC2C=N1)F)C)=C3)N